COC(=O)C1=CSC=2C1=NC(=CC2C2CC2)OS(=O)(=O)C(F)(F)F 7-cyclopropyl-5-(((trifluoromethyl)sulfonyl)oxy)thieno[3,2-b]pyridine-3-carboxylic acid methyl ester